FC(C)(F)C=1N=CN(C(C1OC1=C(C=C(C#N)C=C1C)C)=O)CC1=C(N=C(NC1=O)C)C 4-((4-(1,1-difluoroethyl)-1-((2,4-dimethyl-6-oxo-1,6-dihydropyrimidin-5-yl)methyl)-6-oxo-1,6-dihydropyrimidin-5-yl)oxy)-3,5-dimethylbenzonitrile